(4,7-dichloro-1-((2-(trimethylsilyl)ethoxy)methyl)-1H-pyrrolo[2,3-c]pyridin-2-yl)methanol ClC1=C2C(=C(N=C1)Cl)N(C(=C2)CO)COCC[Si](C)(C)C